ClC1=C2C(=NC=C1)NCC2(CC)C=2C=C(C=CC2)N2C(CN(CC2)S(=O)(=O)C=C)=O 1-(3-{4-chloro-3-ethyl-1H-pyrrolo[2,3-b]pyridin-3-yl}phenyl)-4-(ethenesulfonyl)piperazin-2-one